OC(C)C=1N=C(SC1S(=O)(N)=N)C(C)(C)O 4-(1-hydroxyethyl)-2-(2-hydroxypropan-2-yl)thiazole-5-sulfonimidamide